ClC1=C(N=CC=2N1N=CN2)C=2C=NN(C2)C(C)OCC 5-Chloro-6-(1-(1-ethoxyethyl)-1H-pyrazol-4-yl)-[1,2,4]triazolo[1,5-a]pyrazin